FCC1=C(C=2[C@](C3=C(NC2N=C1)CC(CC3=O)(C)C)(C3=CC=CC=C3)C)C#N (R)-3-(fluoromethyl)-5,8,8-trimethyl-6-oxo-5-phenyl-5,6,7,8,9,10-hexahydrobenzo[b][1,8]naphthyridine-4-carbonitrile